FC(COC=1C(=NC=CC1)N)(F)F 3-(2,2,2-trifluoroethoxy)pyridine-2-amine